4-methylthiazol-2-ylpyrrolidin-3-ol CC=1N=C(SC1)N1CC(CC1)O